chloro-7-isopropyl-4-phenyl-7H-pyrrolo[2,3-d]pyrimidine ClC=1N=C(C2=C(N1)N(C=C2)C(C)C)C2=CC=CC=C2